3,8-diazabicyclo[3.2.1]octane-8-carbaldehyde C12CNCC(CC1)N2C=O